[S-]C#N.[SH3+].C(CCCCC)[N+](C)(C)CCCCCCCO.[S-]C#N hexyl-(7-hydroxyheptyl)dimethylammonium sulfonium thiocyanate salt